BrC1=CC(=CS1)CN1C2=C(C(C1=O)(C)C)SC(=C2)C(=O)OC methyl 4-((5-bromothiophen-3-yl) methyl)-6,6-dimethyl-5-oxo-5,6-dihydro-4H-thieno[3,2-b]pyrrole-2-carboxylate